NC1=C(C=CC=C1)SCC(CS)O 3-(2-aminophenylsulfanyl)-2-hydroxypropyl thiol